CN Monomethylamine